C(C)(C)(C)OC(=O)C=1C(=CC(N(C1)C1CC(C1)O)=O)C(=O)O 5-(tert-butoxycarbonyl)-1-((1r,3r)-3-hydroxycyclobutyl)-2-oxo-1,2-dihydropyridine-4-carboxylic acid